C(CC)OC=1C=C(/C=C/N2C(=CC(C=C2C)=O)C)C=CC1OC (E)-1-(3-propoxy-4-methoxystyryl)-2,6-dimethylpyridin-4(1H)-one